C(#N)C1=C(C=CC=C1OC)C1=C2CN(CC2=CC=C1)C#N 4-(2-cyano-3-methoxyphenyl)isoindoline-2-carbonitrile